CC=1C(=NC=CC1C#N)O[C@H]1CN([C@@H](CC1)C)C(=O)C1=C(C=CC=C1)C1=NOC(=N1)C 3-methyl-2-{[(3R,6R)-6-methyl-1-{[2-(5-methyl-1,2,4-oxadiazol-3-yl)phenyl]carbonyl}piperidin-3-yl]oxy}pyridine-4-carbonitrile